OC(=O)C(F)(F)F.FC1=CC=C(C=C1)C1C(C1)NCCCC(=O)N1CC2=CC=C(C=C2C1)C(=O)NO 2-(4-((2-(4-fluorophenyl)cyclopropyl)amino)butanoyl)-N-hydroxyisoindoline-5-carboxamide TFA salt